C(C1=CC=CC=C1)OC1=CC=C(C=C1)C[C@@H](CN1C(C2=CC=CC=C2C1=O)=O)O (S)-2-(3-(4-(benzyloxy)phenyl)-2-hydroxypropyl)isoindoline-1,3-dione